C(=CC)N1C[C@@H](CCC1)N1N=C(C=2C1=NC=NC2N)C2=CC=C(C1=C2OCO1)NC(=O)C=1OC=CC1 (R)-N-(7-(1-(1-propenylpiperidin-3-yl)-4-amino-1H-pyrazolo[3,4-d]pyrimidin-3-yl)benzo[d][1,3]dioxolan-4-yl)-furan-2-carboxamide